3-((1r,4r)-4-((3-(4-(2-(2-aminopyridin-3-yl)-5-phenyl-3H-imidazo[4,5-b]pyridin-3-yl)phenyl)azetidin-1-yl)methyl)cyclohexyl)-1,2,4-thiadiazol-5(4H)-one NC1=NC=CC=C1C1=NC=2C(=NC(=CC2)C2=CC=CC=C2)N1C1=CC=C(C=C1)C1CN(C1)CC1CCC(CC1)C1=NSC(N1)=O